ClC=1C=C(C=CC1C(=O)N1CCNCC1)NC(=O)C=1N(C(=CN1)C1=C(C(=C(C=C1)OCC#N)F)F)C N-[3-chloro-4-(piperazine-1-carbonyl)phenyl]-5-[4-(cyanomethoxy)-2,3-difluoro-phenyl]-1-methyl-imidazole-2-carboxamide